9-(6-bromo-[1,1'-biphenyl]-3-yl)phenanthrene BrC1=CC=C(C=C1C1=CC=CC=C1)C=1C2=CC=CC=C2C=2C=CC=CC2C1